[C@@H]1([C@@H](O)[C@H](O)[C@H](O)[C@@H](O1)C)OCCNC([C@H](CCC(=O)NCCO[C@H]1[C@@H](O)[C@H](O)[C@H](O)[C@@H](O1)C)NC(OCC1=CC=CC=C1)=O)=O Benzyl (2S)-[1,5-bis({2-[(α-L-fucopyranosyl)oxy]ethyl}amino)-1,5-dioxopentan-2-yl]carbamate